C(CCC)NC1=CC=C(C(=C1)C1=CC=CC=C1)C(=O)NC=1SC(=C(N1)C)Cl 5-(butylamino)-N-(5-chloro-4-methylthiazol-2-yl)-[1,1'-biphenyl]-2-carboxamide